C12(CC(C1)C2)N2N=NC(=C2)[C@H](C=2C(=NC(=CC2)F)C)NC=2C=C1C(=C(C=NC1=C(C2)C#N)C#N)N[C@H](C)C(C)(C)C 6-(((S)-(1-(bicyclo[1.1.1]pentan-1-yl)-1H-1,2,3-triazol-4-yl)(6-fluoro-2-methylpyridin-3-yl)methyl)amino)-4-(((R)-3,3-dimethylbutan-2-yl)amino)quinoline-3,8-dicarbonitrile